C1(CCCCC1)CC1=NOC(=N1)CC(C(=O)OC(C)(C)C)=C tert-butyl 2-((3-(cyclohexylmethyl)-1,2,4-oxadiazol-5-yl)methyl)acrylate